Methyl 2-(2-chloro-5-methoxypyrimidin-4-yl)-2-(4-(1-methyl-4-(trifluoromethyl)-1H-imidazol-2-yl)phenyl)acetate ClC1=NC=C(C(=N1)C(C(=O)OC)C1=CC=C(C=C1)C=1N(C=C(N1)C(F)(F)F)C)OC